COC([C@H](NC(CCCOCC1=CC=CC=C1)=O)CC1CCCCC1)=O N-[4-(benzyloxy)butanoyl]-3-cyclohexyl-D-alanine methyl ester